C1(CC1)NC1=NC=CC(=C1)OC1=C(C=C(C=C1)NC1=NC=CC=C1C(=O)NC1=CC=C(C=C1)F)F 2-[(4-[(2-cyclopropylaminopyridin-4-yl)oxy]-3-fluorophenyl)amino]-N-(4-fluorophenyl)pyridine-3-carboxamide